2-(chloromethyl)pyridine-hydrochloride Cl.ClCC1=NC=CC=C1